C(C)(=O)C=1C=C(N=NC1)C(=O)OC methyl 5-acetylpyridazine-3-carboxylate